N-[3-[5-chloro-2-(difluoromethoxy)phenyl]-1-[2-[(1,3-oxazol-2-ylmethyl)amino]ethyl]-1H-pyrazol-4-yl]pyrazolo[1,5-a]pyrimidine-3-carboxamide ClC=1C=CC(=C(C1)C1=NN(C=C1NC(=O)C=1C=NN2C1N=CC=C2)CCNCC=2OC=CN2)OC(F)F